BrC1=NC(=CC(=C1N)C)C(F)(F)F 2-bromo-4-methyl-6-(trifluoromethyl)pyridin-3-amine